4-(trifluoromethoxy)phenylindazole-3-carboxamide FC(OC1=CC=C(C=C1)C1=C2C(=NNC2=CC=C1)C(=O)N)(F)F